L-cysteine disodium salt [Na+].[Na+].N[C@@H](CS)C(=O)[O-].N[C@@H](CS)C(=O)[O-]